(S)-(6-(4-cyclopropylpiperazin-1-yl)pyrazolo[1,5-a]pyridin-3-yl)(4-(5-fluorobenzo[d]oxazol-2-yl)-6,7-dihydro-1H-imidazo[4,5-c]pyridin-5(4H)-yl)methanone C1(CC1)N1CCN(CC1)C=1C=CC=2N(C1)N=CC2C(=O)N2[C@@H](C1=C(CC2)NC=N1)C=1OC2=C(N1)C=C(C=C2)F